2,α-dimethyl-tryptamine CC1=C(CC(N)C)C2=CC=CC=C2N1